O[C@H](C)C=1N(N=C2N=C(C=CC21)C2=C(C=C(C=C2C)C(F)(F)F)O)[C@@H]2COCC2 2-(3-((R)-1-hydroxyethyl)-2-((S)-tetrahydrofuran-3-yl)-2H-pyrazolo[3,4-b]pyridin-6-yl)-3-methyl-5-(trifluoromethyl)phenol